1-((benzyloxy)carbonyl)-3-methylpyrrolidine-3-carboxylic acid C(C1=CC=CC=C1)OC(=O)N1CC(CC1)(C(=O)O)C